CC=1C=C(N)C=CC1OCC1=NC=CN=C1 3-methyl-4-(pyrazin-2-ylmethoxy)aniline